6-(4-ethylphenyl)-8-nitro-2-oxo-2H-chromen-3-carbonitrile C(C)C1=CC=C(C=C1)C=1C=C2C=C(C(OC2=C(C1)[N+](=O)[O-])=O)C#N